propyleneglycol propyl ether C(CC)OCC(C)O